tetrabutylammonium tert-butyl-(3R)-2-{[({[(2S,5R)-7-oxo-6-(sulfooxy)-1,6-diazabicyclo[3.2.1]oct-2-yl]carbonyl}amino)oxy]methyl}piperidine-1-carboxylate C(C)(C)(C)OC(=O)N1C(CCCC1)CONC(=O)[C@H]1N2C(N([C@H](CC1)C2)OS(=O)(=O)O)=O.C(CCC)[N+](CCCC)(CCCC)CCCC